2-[(6-bromo-2-pyridyl)oxymethyl]-5-(2,2,2-trifluoroethoxy)-1,3,4-thiadiazole BrC1=CC=CC(=N1)OCC=1SC(=NN1)OCC(F)(F)F